1-Isopropylimidazolidin-2-one C(C)(C)N1C(NCC1)=O